9,9-dimethyl-10-(4-vinyl-phenyl)-9,10-dihydroacridine CC1(C2=CC=CC=C2N(C=2C=CC=CC12)C1=CC=C(C=C1)C=C)C